FC=1C=C(C=C(C1)C)N1N=C(C(=C1)[C@H]1O[C@@H](C(N1CCC1=CC=C2CC(NC2=C1)=O)=O)C)C1=CNC=C1 (2R,5R)-2-(1-(3-fluoro-5-methylphenyl)-3-(1H-pyrrol-3-yl)-1H-Pyrazol-4-yl)-5-methyl-3-(2-(2-oxoindolin-6-yl)ethyl)oxazolidin-4-one